BrC1=C(C=C(C=C1)I)O 2-bromo-5-iodo-phenol